O=C1N(C(C=C1)=O)CCCCCC(=O)NCC(=O)NCC(=O)N[C@H](C(=O)NCC(=O)O)CC1=CC=CC=C1 [(2S)-2-(2-[2-[6-(2,5-dioxopyrrol-1-yl)hexanamido]-acetamido]acetamido)-3-phenylpropanamido]acetic acid